4-(6-bromopyrrolo[1,2-b]pyridazin-4-yl)piperazin BrC=1C=C2N(N=CC=C2N2CCNCC2)C1